(2S,4r)-1-[(2S)-2-(4-cyclopropyl-triazol-1-yl)-3,3-dimethyl-butyryl]-N-[1-(1,1-dioxothietan-3-yl)ethyl]-4-hydroxy-pyrrolidine-2-carboxamide C1(CC1)C=1N=NN(C1)[C@H](C(=O)N1[C@@H](C[C@H](C1)O)C(=O)NC(C)C1CS(C1)(=O)=O)C(C)(C)C